N1=C2C(=C(C=C1O)O)CCC2 6,7-dihydro-5H-cyclopenta[b]Pyridine-2,4-diol